N-[(2E)-3-(benzenesulfonyl)prop-2-en-1-yl]-2-oxo-6-[(1r,4r)-4-methoxycyclohexanecarbonyl]-1,2,5,6,7,8-hexahydro-1,6-naphthyridine-3-carboxamide C1(=CC=CC=C1)S(=O)(=O)/C=C/CNC(=O)C=1C(NC=2CCN(CC2C1)C(=O)C1CCC(CC1)OC)=O